C(C)OC(=O)C=1C=C2N(CCNC2)C1.CN1N=NC2=C1C=C(C=C2)/C=C/C2=C1C=C(N=CC1=C(N=C2)NC)NC(=O)C2CC2 (E)-N-(5-(2-(1-methyl-1H-benzo[d][1,2,3]triazol-6-yl)vinyl)-8-(methylamino)-2,7-naphthyridin-3-yl)cyclopropanecarboxamide ethyl-1,2,3,4-tetrahydropyrrolo[1,2-a]pyrazine-7-carboxylate